2-bromo-4-(3,4-dichlorophenyl)-5-isobutylthiazole BrC=1SC(=C(N1)C1=CC(=C(C=C1)Cl)Cl)CC(C)C